C(N)(OC=1C(NC(N(N1)C1=CC(=C(C(=C1)Cl)OC1=CN(C(C=C1)=O)C(C)C)Cl)=O)=O)=O (2-(3,5-dichloro-4-((1-isopropyl-6-oxo-1,6-dihydropyridin-3-yl) oxy) phenyl)-3,5-dioxo-2,3,4,5-tetrahydro-1,2,4-triazin-6-yl) carbamate